2,5-dichloropyridine-3-carbonyl chloride ClC1=NC=C(C=C1C(=O)Cl)Cl